CO[Si](CCC1=NC=CC=C1)(OC)OC trimethoxy(2-pyridin-2-ylethyl)silane